10-isopropyl-3,7-bis(α,α-dimethylbenzyl)-10H-phenothiazine-5,5-dioxide C(C)(C)N1C2=CC=C(C=C2S(C=2C=C(C=CC12)C(C1=CC=CC=C1)(C)C)(=O)=O)C(C1=CC=CC=C1)(C)C